ClC=1C=C(C2=C(N1)N(C=C2C(F)(F)F)COCC[Si](C)(C)C)NC2CC2 6-chloro-N-cyclopropyl-3-(trifluoromethyl)-1-((2-(trimethylsilyl)ethoxy)methyl)-1H-pyrrolo[2,3-b]pyridin-4-amine